FC1=C(C=CC(=C1)C1=NN(C=N1)C1=CC=C(C=C1)OC)NC(=O)\N=C\1/SCC(N1C1=C(C=CC(=C1)C)C(C)C)=O (Z)-1-(2-fluoro-4-(1-(4-methoxyphenyl)-1H-1,2,4-triazol-3-yl)phenyl)-3-(3-(2-isopropyl-5-methylphenyl)-4-oxothiazolidin-2-ylidene)urea